bis(triphenylphosphine) nickel dichloride [Ni](Cl)Cl.C1(=CC=CC=C1)P(C1=CC=CC=C1)C1=CC=CC=C1.C1(=CC=CC=C1)P(C1=CC=CC=C1)C1=CC=CC=C1